(S)-N-(2-(4,4-Difluoro-piperidin-1-yl)-6-methyl-pyrimidin-4-yl)-4-((2-hydroxy-1-methyl-ethyl)sulfonamido)-2-(6-azaspiro[2.5]octan-6-yl)-benzamide FC1(CCN(CC1)C1=NC(=CC(=N1)NC(C1=C(C=C(C=C1)NS(=O)(=O)[C@H](CO)C)N1CCC2(CC2)CC1)=O)C)F